C1(CCCCC1)CC#CC=1SC=C(N1)/C=N/O (E)-2-(3-cyclohexylprop-1-yn-1-yl)thiazole-4-carbaldehyde oxime